FC1(C[C@@](C[C@@H]1O)(C(=O)[O-])CC1=CC(=CC=C1)C1=NC=CC=N1)F |o1:3,5| (1R*,4S*)-3,3-difluoro-4-hydroxy-1-(3-(pyrimidin-2-yl)benzyl)cyclopentane-1-carboxylate